C(COCCOCCOCCOCCOCCOC)N1N=NC(=C1)COC1=C(C(=CC=C1)OCC=1N=NN(C1)CCOCCOCCOCCOCCOCCOC)C=1C2=CC=C(N2)C=C2C=CC(C(=C3C=CC(=CC=4C=CC1N4)N3)C3=C(C=CC=C3OCC=3N=NN(C3)CCOCCOCCOCCOCCOCCOC)OCC=3N=NN(C3)CCOCCOCCOCCOCCOCCOC)=N2 5,15-Bis{2,6-bis[1-(1-(3,6,9,12,15,18-hexaoxanonadecyl)-1H-1,2,3-triazol-4-yl)methoxy]phenyl}porphyrin